The molecule is an acyl-CoA(4-) that is the tetraanion of anthraniloyl-CoA arising from deprotonation of phosphate and diphosphate functions. It is a conjugate base of an anthraniloyl-CoA. CC(C)(COP(=O)([O-])OP(=O)([O-])OC[C@@H]1[C@H]([C@H]([C@@H](O1)N2C=NC3=C(N=CN=C32)N)O)OP(=O)([O-])[O-])[C@H](C(=O)NCCC(=O)NCCSC(=O)C4=CC=CC=C4N)O